NC1=NC=CC(=N1)N1CC(CCC1)O 1-(2-aminopyrimidin-4-yl)piperidin-3-ol